(-)-Methyl-3-(4-(naphthalen-2-yl)buta-2,3-dien-1-yl)-4-oxo-2-phenylthiochromane-3-carboxylate COC(=O)C1(C(SC2=CC=CC=C2C1=O)C1=CC=CC=C1)CC=C=CC1=CC2=CC=CC=C2C=C1